2-(6-{5-chloro-2-[(oxan-4-yl)amino]pyrimidin-4-yl}-1-oxo-2,3-dihydro-1H-isoindol-2-yl)-N-(2-phenylethyl)acetamide ClC=1C(=NC(=NC1)NC1CCOCC1)C1=CC=C2CN(C(C2=C1)=O)CC(=O)NCCC1=CC=CC=C1